2-(4-(2-((5-Fluoro-2-methyl-4-(4-methylpiperazin-1-yl)phenyl)amino)-7H-pyrrolo[2,3-d]pyrimidin-7-yl)phenyl)isothiazolidine 1,1-dioxide FC=1C(=CC(=C(C1)NC=1N=CC2=C(N1)N(C=C2)C2=CC=C(C=C2)N2S(CCC2)(=O)=O)C)N2CCN(CC2)C